4-bromo-N-(3-(4,4-difluoropiperidin-1-yl)-5-methylphenyl)-2-(6-azaspiro[2.5]octan-6-yl)benzamide BrC1=CC(=C(C(=O)NC2=CC(=CC(=C2)C)N2CCC(CC2)(F)F)C=C1)N1CCC2(CC2)CC1